C(C1=CC=CC=C1)N1C[C@H]2CC[C@@H](C1)C2(O)C2=CC=C(C=C2)C2=CC(=CC1=CC(=CC=C21)C2=CC=C(C=C2)C(F)(F)F)C(=O)OCC Ethyl 4-(4-((1R,5S,8r)-3-benzyl-8-hydroxy-3-azabicyclo[3.2.1]octan-8-yl)phenyl)-7-(4-(trifluoromethyl)phenyl)-2-naphthoate